FCCC1=NN(C2=NC=C(C=C21)B2OC(C(O2)(C)C)(C)C)COCC[Si](C)(C)C 3-(2-fluoroethyl)-5-(4,4,5,5-tetramethyl-1,3,2-dioxaborolan-2-yl)-1-[[2-(trimethylsilyl)ethoxy]methyl]pyrazolo[3,4-b]pyridine